N(=[N+]=[N-])[C@@H]1C[C@H](N(CC1)C(=O)OC(C)(C)C)C(=O)[O-] 1-(tert-butyl) (2S,4S)-4-azidopiperidin-1,2-dicarboxylate